N-[3-(4-ethyl-6-oxo-1,6-dihydropyrimidin-2-yl)-2-fluoro-4-(trifluoromethyl)benzyl]-1-(8-methyl-Quinolin-2-yl)piperidine-4-carboxamide C(C)C=1N=C(NC(C1)=O)C=1C(=C(CNC(=O)C2CCN(CC2)C2=NC3=C(C=CC=C3C=C2)C)C=CC1C(F)(F)F)F